((1Z,3E)-4-(2-(((Z)-amino(4-fluorophenyl)methylene)amino)phenyl)-1,2,3,4-tetraphenylbuta-1,3-dien-1-yl)palladium(II) chloride N\C(\C1=CC=C(C=C1)F)=N/C1=C(C=CC=C1)/C(=C(/C(=C(/C1=CC=CC=C1)\[Pd]Cl)/C1=CC=CC=C1)\C1=CC=CC=C1)/C1=CC=CC=C1